2-chloro-6-(2,4-pentanedione-3-yl)methyl-N-phenyl-benzamide ClC1=C(C(=O)NC2=CC=CC=C2)C(=CC=C1)CC(C(C)=O)C(C)=O